[4-[tert-butyl-(dimethyl)silyl]oxyanilino]-1-ethyl-5-methyl-pyrrole-2-carbonitrile C(C)(C)(C)[Si](OC1=CC=C(NC2=C(N(C(=C2)C)CC)C#N)C=C1)(C)C